ClC=1C=C(C=CC1)C1CN(CCO1)C(=O)[C@H]1N(CCC1)C([C@H](C(C)(C)C)NC(=O)C1=CC2=C(S1)C=CC(=C2)C(F)(F)P(O)(O)=O)=O ((2-(((2S)-1-((2S)-2-(2-(3-chlorophenyl)morpholine-4-carbonyl)pyrrolidin-1-yl)-3,3-dimethyl-1-oxobutan-2-yl)carbamoyl)benzo[b]thiophen-5-yl)difluoromethyl)phosphonic acid